2,2-bis(2-aminopropoxy)propane NC(COC(C)(C)OCC(C)N)C